6-(4-carboxy-2,5-dihydroxybenzoylamino)picolinic acid C(=O)(O)C1=CC(=C(C(=O)NC2=CC=CC(=N2)C(=O)O)C=C1O)O